C(C)(=O)N1CCC(CC1)C1=NN(C=2C=CC=C(C12)C1=C(C=C2C=NN(C2=C1)C)Cl)CC(=O)NCC(=O)NCC(=O)O 2-(2-{2-[3-(1-acetylpiperidin-4-yl)-5'-chloro-1'-methyl-1H,1'H-[4,6'-biindazol]-1-yl]acetamido}acetamido)acetic acid